2-methoxy-4-morpholino-N-((5-phenyl-1,3,4-oxadiazol-2-yl)methyl)benzamide COC1=C(C(=O)NCC=2OC(=NN2)C2=CC=CC=C2)C=CC(=C1)N1CCOCC1